NCC1=CC2=C(N(C(=N2)CN2C(C3(C4=CC(=C(C=C24)F)F)CC3)=O)CCCS(=O)(=O)CC)C=C1 1'-((5-(aminomethyl)-1-(3-(ethylsulfonyl)propyl)-1H-benzo[d]imidazol-2-yl)methyl)-5',6'-difluorospiro[cyclopropane-1,3'-indol]-2'-one